SC=1C=C(C(=O)O)C=CC1 3-mercaptobenzoic acid